potassium (3-(tert-butoxycarbonyl)-6,6-difluoro-3-azabicyclo[3.1.0]hexan-1-yl)trifluoroborate C(C)(C)(C)OC(=O)N1CC2(C(C2C1)(F)F)[B-](F)(F)F.[K+]